ClC=1C=C(C=C(C1)Cl)N1N=C(C2=C1C=1C=C(C(=CC1OC2)OC)C=2C=C(C=CC2)NC(CCNC(OC(C)(C)C)=O)=O)C(=O)N2C(COCC2)(C)C tert-butyl (3-((3-(1-(3,5-dichlorophenyl)-3-(3,3-dimethylmorpholine-4-carbonyl)-7-methoxy-1,4-dihydrochromeno[4,3-c]pyrazol-8-yl)phenyl)amino)-3-oxopropyl)carbamate